C1(CC1)C=1C=CC(=C(C1)S(=O)(=O)NC1=NOC2=C1C(=CC(=C2)CN2N=CC=C2)OC)OC 5-cyclopropyl-2-methoxy-N-{4-methoxy-6-[(1H-pyrazol-1-yl)methyl]-1,2-benzoxazol-3-yl}benzene-1-sulfonamide